FC(CCS(=O)(=O)NC1=C(C(=O)N)C=CC=C1)(F)F 2-((3,3,3-trifluoropropyl)sulfonamido)benzamide